diazophosphorus [N+](=[N-])=[P]